cyclobutyl-[(2S)-4-[[5-(difluoromethyl)-3-isothiocyanato-2-methyl-phenyl]methyl]-2-methyl-piperazin-1-yl]methanone (R)-tert-butyl-(1-(3-bromophenyl)ethyl)carbamate C(C)(C)(C)N(C(O)=O)[C@H](C)C1=CC(=CC=C1)Br.C1(CCC1)C(=O)N1[C@H](CN(CC1)CC1=C(C(=CC(=C1)C(F)F)N=C=S)C)C